C(N)(OC1CC(N(CC1)C=1OC(=NN1)CCCC(F)(F)F)C(C)(C)C)=O {1-[5-(4,4,4-trifluorobutyl)-1,3,4-oxadiazol-2-yl]Tert-butyl piperidin-4-yl} carbamate